C(C)(C)(C)OC(N(CC1=C(C=CC=C1)C)C1=NC(=NC=C1)Cl)=O (2-Chloropyrimidin-4-yl)-2-methylbenzylcarbamic acid tert-butyl ester